[5-(2-fluorophenyl)-6,7-dihydro-5H-pyrrolo[1,2-b][1,2,4]triazol-2-yl]-pyrrolidin-1-yl-methanone FC1=C(C=CC=C1)C1CCC=2N1N=C(N2)C(=O)N2CCCC2